((4-(quinoxalin-2-yl)-1H-pyrazol-1-yl)methyl)cyclobutan-1-one tert-butyl-((S)-1-(methoxy(methyl)amino)-1-oxo-3-((S)-2-oxopiperidin-3-yl)propan-2-yl)carbamate C(C)(C)(C)N(C(O)=O)[C@H](C(=O)N(C)OC)C[C@H]1C(NCCC1)=O.N1=C(C=NC2=CC=CC=C12)C=1C=NN(C1)CC1C(CC1)=O